NC=1C(=CC(=NC1)N1N=CC=2C1=NC=NC2)N[C@@H](C#N)C (R)-2-((5-amino-2-(1H-pyrazolo[3,4-d]pyrimidin-1-yl)pyridin-4-yl)amino)propanenitrile